COC1=C(C=CC(=C1)OC)CN1[C@H](CN(CC1)CC1=CC(=C(C(=O)OC)C=C1)OC)CO methyl 4-{[(3R)-4-[(2,4-dimethoxyphenyl) methyl]-3-(hydroxymethyl) piperazin-1-yl] methyl}-2-methoxybenzoate